C12CNCC2C1NS(=O)(=O)CC N-(3-azaBicyclo[3.1.0]hexane-6-yl)ethanesulfonamide